1-methyl-2-propylbenzene CC1=C(C=CC=C1)CCC